CC(/C=C/C(C(=O)O)NC(C1=CN=C(C=C1)OC1=CC=C(C=C1)C)=O)(C)C (E)-5,5-dimethyl-2-[6-(p-tolyloxy)nicotinoylamino]-3-hexenoic acid